ClC=1N=CC(=NC1)C(=O)NC=1C(=NC=CC1C1=C(C=CC=C1)F)N1CC(CC1)(F)F 5-chloro-N-(2-(3,3-difluoropyrrolidin-1-yl)-4-(2-fluorophenyl)pyridin-3-yl)pyrazine-2-carboxamide